eicosyl 4-bromobutyrate BrCCCC(=O)OCCCCCCCCCCCCCCCCCCCC